[1,2,4]triazolo[4,3-a]pyridine-7-carbonitrile N=1N=CN2C1C=C(C=C2)C#N